FC(C1=C(C=CC=C1)NC(=O)N)F (2-(difluoromethyl)phenyl)urea